C(C)(C)C(=S)C1=CC=C(C[C@H](N)C(=O)O)C=C1 p-isopropylthiocarbonyl-phenylalanine